C(C)(C)(C)C1=CC=C(C=C1)C1=NC(=C(C(=O)O)C=C1NC)C 6-(4-(tert-butyl)phenyl)-2-methyl-5-(methylamino)nicotinic acid